C(CC=C)(=O)OC(C)(C)C tert-Butyl but-3-enoate